C(CCC)SC1=NN=NN1CC1=CC=C(C=C1)C=C 5-butylthio-1-(4-vinylbenzyl)-1H-tetrazole